ClCCC[Si](OC(C)=O)(OC(C)=O)OC(C)=O γ-chloropropyltriacetoxysilane